4-(2-methyl-2,8-diazaspiro[4.5]decan-8-yl)-2-(pyridin-4-yl)-6-(trifluoromethyl)pyrido[3,4-d]pyrimidine CN1CC2(CC1)CCN(CC2)C=2C1=C(N=C(N2)C2=CC=NC=C2)C=NC(=C1)C(F)(F)F